1,3,4,6-tetra-O-galloyl-β-D-glucose C(C1=CC(O)=C(O)C(O)=C1)(=O)O[C@H]1[C@H](O)[C@@H](OC(C2=CC(O)=C(O)C(O)=C2)=O)[C@H](OC(C2=CC(O)=C(O)C(O)=C2)=O)[C@H](O1)COC(C1=CC(O)=C(O)C(O)=C1)=O